C12(CC3CC(CC(C1)C3)C2)C2=CC=CC2 adamantyl-cyclopentadiene